4-(1,6-dimethyl-pyrrolo[2,3-b]pyridin-4-yl)-7-[(5-piperazin-1-yl-2-pyridyl)amino]isoindolin-1-one CN1C=CC=2C1=NC(=CC2C2=C1CNC(C1=C(C=C2)NC2=NC=C(C=C2)N2CCNCC2)=O)C